C(C)(=O)C1=C(C=CC=C1F)C=1C=CC=2N(C1)C=C(N2)NC(=O)C2C(C2)F N-(6-(2-acetyl-3-fluorophenyl)imidazo[1,2-a]pyridin-2-yl)-2-fluorocyclopropanecarboxamide